bis(methylamino)-1,4-dihydro-2,6-dimethyl-3,5-pyridinedicarboxylate CNC1(C(=C(NC(=C1C(=O)[O-])C)C)C(=O)[O-])NC